ClC1=C(OC2(CCN(CC2)C2=CN=NC(=C2)C2=C(C=CC=C2)O)C(=O)OC)C=CC=C1 methyl 4-(2-chlorophenoxy)-1-[6-(2-hydroxyphenyl)pyridazin-4-yl]piperidine-4-carboxylate